N12C[C@@H](C(CC1)CC2)OC(C2=CC(=CC(=C2)NC(CN2N=C(C(=C2)C2=CC=NC1=CC=CC=C21)C2=NC(=CC=C2)C)=O)F)=O (R)-3-fluoro-5-(2-(3-(6-methylpyridin-2-yl)-4-(quinolin-4-yl)-1H-pyrazol-1-yl)acetamido)benzoic acid quinuclidin-3-yl ester